Methyl 5-(hydroxymethyl)-2-methylpyrazole-3-carboxylate OCC=1C=C(N(N1)C)C(=O)OC